N-[2-chloro-4-(trifluoromethyl)phenyl]-2-[2-cyclopropyl-5-ethyl-7-oxo-6-(piperazin-1-yl)-[1,2,4]triazolo[1,5-a]pyrimidin-4-yl]acetamide 2-phenyl-2-propyl-benzodithioate C1(=CC=CC=C1)C1(C(C(=S)S)C=CC=C1)CCC.ClC1=C(C=CC(=C1)C(F)(F)F)NC(CN1C=2N(C(C(=C1CC)N1CCNCC1)=O)N=C(N2)C2CC2)=O